FC([C@@H](C1=CC=2CCCCC2C=C1)N[C@H](C(=O)O)CCC(C)(C)C)F (2S)-2-{[(1R)-2,2-difluoro-1-(5,6,7,8-tetrahydronaphthalen-2-yl)ethyl]amino}-5,5-dimethylhexanoic acid